N1(CCCC1)CC=1N=CN2C1C=CC=C2 (pyrrolidin-1-ylmethyl)imidazo[1,5-a]pyridine